ClC=1N=C(C2=C(N1)C=CN2)C(=O)OC methyl 2-chloro-5H-pyrrolo[3,2-d]pyrimidine-4-carboxylate